5-((6-(benzo[d][1,3]dioxol-5-yl)pyridin-2-yl)oxy)-2-fluorophenol O1COC2=C1C=CC(=C2)C2=CC=CC(=N2)OC=2C=CC(=C(C2)O)F